CN(C(C)=O)C=1C(=NC=C(C1)C(F)(F)F)NC1=NC(=NS1)C1=NC=CC=C1 N-Methyl-N-(2-((3-(pyridin-2-yl)-1,2,4-thiadiazol-5-yl)amino)-5-(trifluoromethyl)pyridin-3-yl)acetamide